COCC(=O)N1OCC[C@H]1C1=CC=CC=C1 2-methoxy-1-[(3S)-3-phenyl-1,2-oxazolidin-2-yl]ethan-1-one